OC=1C=C(/C=C/C2=CC(=C(C(O2)=O)O)O)C=CC1O (E)-6-(3,4-dihydroxy-styryl)-3,4-dihydroxy-2H-pyran-2-one